methyl 3-[(4-[3-[(tert-butoxycarbonyl)amino]propanamido]-1-methylimidazol-2-yl)formamido]propanoate C(C)(C)(C)OC(=O)NCCC(=O)NC=1N=C(N(C1)C)C(=O)NCCC(=O)OC